(3R)-2-[(4-chloro-2-methanesulfonylphenyl)methyl]-3-(4-chlorophenyl)-6-(1,2-dihydroxypropan-2-yl)-4-fluoro-3-{[1-(hydroxymethyl)cyclopropyl]methoxy}-2,3-dihydro-1H-isoindol-1-one ClC1=CC(=C(C=C1)CN1C(C2=CC(=CC(=C2[C@]1(OCC1(CC1)CO)C1=CC=C(C=C1)Cl)F)C(CO)(C)O)=O)S(=O)(=O)C